C(C)(=O)OC1=C2C=CNC2=CC=C1C 5-methyl-1H-indol-4-yl acetate